(2S)-2-amino-4-(3,3-dimethylbutylsulfonimidoyl)-N-(pyridin-3-yl)butanamide N[C@H](C(=O)NC=1C=NC=CC1)CCS(=O)(=N)CCC(C)(C)C